COCC[C@@H]1N(CCN(C1)C=1C2=C(N=C(N1)OC[C@H]1N(CCC1)C)CNCC2)C(=O)OC(C)(C)C tert-butyl (S)-2-(2-methoxyethyl)-4-(2-(((S)-1-methylpyrrolidin-2-yl)methoxy)-5,6,7,8-tetrahydropyrido[3,4-d]pyrimidin-4-yl)piperazine-1-carboxylate